trans-4-(((trans-4-(3-Cyano-4-methoxyphenyl)cyclohexyl)methyl)(3-(1-isopropyl-1H-pyrazol-4-yl)phenyl)carbamoyl)cyclohexyl 3-hydroxyazetidine-1-carboxylate OC1CN(C1)C(=O)O[C@@H]1CC[C@H](CC1)C(N(C1=CC(=CC=C1)C=1C=NN(C1)C(C)C)C[C@@H]1CC[C@H](CC1)C1=CC(=C(C=C1)OC)C#N)=O